C(C)S(=O)(=O)NC1=CC(=C(C=C1)N1C(C=C(C=C1)OCCOC1CCN(CC1)C(=O)OC(C)(C)C)=O)C=1C2=C(C(N(C1)C)=O)NC=C2 tert-butyl 4-[2-[[1-[4-(ethylsulfonylamino)-2-(6-methyl-7-oxo-1H-pyrrolo[2,3-c]pyridin-4-yl)phenyl]-2-oxo-4-pyridyl]oxy]ethoxy]piperidine-1-carboxylate